C1(CC1)[C@@H](C)NC1=NC(=NC(=N1)N[C@H](C)C1CC1)C1=NC=CC=C1 N2,N4-bis((R)-1-cyclopropylethyl)-6-(pyridin-2-yl)-1,3,5-triazine-2,4-diamine